COC(CC(CC)C)=O 3-methylpentanoic acid methyl ester